(5-chloro-[1,1'-biphenyl]-3-yl)phenanthrene ClC=1C=C(C=C(C1)C1=CC=CC=C1)C1=CC=CC=2C3=CC=CC=C3C=CC12